4-methoxy-(Z)-perfluoro-3-heptene tert-butyl-(S)-4-((methoxy-d3)methyl)-1,2,3-oxathiazolidine-3-carboxylate C(C)(C)(C)OC(=O)N1SOC[C@@H]1COC([2H])([2H])[2H].CO\C(=C(\C(C(F)(F)F)(F)F)/F)\C(C(C(F)(F)F)(F)F)(F)F